3-(5-((((S)-1-benzylpyrrolidin-3-yl)amino)methyl)-1-oxoisoindolin-2-yl)piperidine-2,6-dione C(C1=CC=CC=C1)N1C[C@H](CC1)NCC=1C=C2CN(C(C2=CC1)=O)C1C(NC(CC1)=O)=O